C1(CC1)C1=C(C(=NO1)C1=C(C=CC=C1)OC(F)(F)F)CO[C@H]1C[C@H](N(CC1)C(=O)OC(C)(C)C)C tert-butyl (2r,4r)-4-((5-cyclopropyl-3-(2-(trifluoromethoxy) phenyl) isoxazol-4-yl) methoxy)-2-methylpiperidine-1-carboxylate